C(C)N(CC)CCOC(C(C(C(C(C(C(F)(F)F)(F)F)(F)F)(F)F)(F)F)(F)F)=O Perfluoroamyl-acetic acid-N,N-diethylaminoethyl ester